OC(C)(C)C=1C=CC(=C(C1)C=1C2=C(C(N(C1)C)=O)NC=C2)OC2=C(C=C(C=C2)N2CC(C2)CC2CCNCC2)OC 4-[5-(1-hydroxy-1-methyl-ethyl)-2-[2-methoxy-4-[3-(4-piperidylmethyl)azetidin-1-yl]phenoxy]phenyl]-6-methyl-1H-pyrrolo[2,3-c]pyridin-7-one